[OH-].[Ca+2].C(#N)CN1CC2=C(CC1)N=C(S2)C=2C(=CC(=NC2)NC(C)=O)NC2=NC(=NC(=C2)C)C(C)(F)F.[OH-] N-(5-(5-(cyanomethyl)-4,5,6,7-tetrahydrothiazolo[5,4-c]pyridin-2-yl)-4-((2-(1,1-difluoroethyl)-6-methylpyrimidin-4-yl)amino)pyridin-2-yl)acetamide Calcium hydroxid